N-(3-Fluoro-5-((6-(2-methylfuran-3-yl)-1-oxoisoquinolin-2(1H)-yl)methyl)phenyl)acetamide FC=1C=C(C=C(C1)CN1C(C2=CC=C(C=C2C=C1)C1=C(OC=C1)C)=O)NC(C)=O